tribromoneopentane BrC(C(C)(C)C)(Br)Br